C1(=CC=CC=C1)P(C1=CC=CC=C1)=O di(phenyl)phosphine oxide